NC1=NC(=NC=C1)N1C[C@@]([C@@](CC1)(O)C)(C)F |r| rac-trans-1-(4-aminopyrimidin-2-yl)-3-fluoro-3,4-dimethylpiperidin-4-ol